2-(8-chloro-2-methylimidazo[1,2-a]pyridin-6-yl)-7-[(3R)-4-ethyl-3-methylpiperazin-1-yl]-4H-pyrido[1,2-a]pyrimidin-4-one ClC=1C=2N(C=C(C1)C=1N=C3N(C(C1)=O)C=C(C=C3)N3C[C@H](N(CC3)CC)C)C=C(N2)C